(2r,4r)-6-oxo-7-oxa-5-azaspiro[3.4]octane-2-carboxylic acid tert-butyl ester C(C)(C)(C)OC(=O)C1CC2(C1)NC(OC2)=O